FC1(CN(CC1)C=1N=CC(=C2C=CN=CC12)C(C)C)F 8-(3,3-difluoropyrrolidin-1-yl)-5-isopropyl-2,7-naphthyridin